(5-(2,2,2-trifluoroethyl)-1,4,5,6-tetrahydropyrrolo[3,4-c]pyrazol-3-yl)methanone FC(CN1CC=2NN=C(C2C1)C=O)(F)F